CC1=C(N=NC=C1)N1N=CC(=C1C(F)(F)F)C(=O)N 1-(4-methylpyridazin-3-yl)-5-(trifluoromethyl)-1H-pyrazole-4-carboxamide